P(=O)(OC1=C(C=C(C=C1)C(C)(C)C)C(C)(C)C)(OC1=C(C=C(C=C1)C(C)(C)C)C(C)(C)C)OC1=C(C=C(C=C1)C(C)(C)C)C(C)(C)C tris(2,4-di(tert-butyl) phenyl) phosphate